(2S,3R,4S,5S)-5-(3-fluorophenyl)-2,4-dimethyl-4-nitro-3-phenylpyrrolidine-2-carboxylic acid methyl ester COC(=O)[C@]1(N[C@H]([C@]([C@@H]1C1=CC=CC=C1)([N+](=O)[O-])C)C1=CC(=CC=C1)F)C